7-[(3S,4R)-4-(4-chloro-N-methyl-anilino)-3-methyl-1-piperidyl]-2,4-dimethyl-5-oxo-thiazolo[5,4-b]pyridine-6-carbonitrile ClC1=CC=C(N(C)[C@H]2[C@H](CN(CC2)C=2C3=C(N(C(C2C#N)=O)C)SC(=N3)C)C)C=C1